5-((2-amino-3-fluoropyridin-4-yl)methyl)-3,4-difluoro-2-((2-fluoro-4-iodophenyl)amino)-N-(3-methylbut-2-ene-1-yl)benzamide NC1=NC=CC(=C1F)CC=1C(=C(C(=C(C(=O)NCC=C(C)C)C1)NC1=C(C=C(C=C1)I)F)F)F